bromo-4-hydroxybenzoate BrC1=C(C(=O)[O-])C=CC(=C1)O